1-isopropylpyrimidine C(C)(C)N1CN=CC=C1